C(#N)[C@@H](NC(C1=CC=C(C=C1)C1=NC(=NC=C1C)NC=1C=NN(C1)C1CCN(CC1)C)=O)C1CC1 (S)-N-(cyano(cyclopropyl)methyl)-4-(5-methyl-2-((1-(1-methylpiperidin-4-yl)-1H-pyrazol-4-yl)amino)pyrimidin-4-yl)benzamide